C(#N)C=1C=C(C=CC1)N1N=C(C=C1C(=O)NC1=CC(=CC(=C1)CO)F)C(F)(F)F 1-(3-cyanophenyl)-N-(3-fluoro-5-(hydroxymethyl)phenyl)-3-(trifluoromethyl)-1H-pyrazole-5-carboxamide